2-{[4-({2-[(4-cyano-2-fluorophenoxy)methyl]pyridin-4-yl}oxy)piperidin-1-yl]methyl}-4-methyl-1-{[(2S)-oxetan-2-yl]methyl}-1H-1,3-benzodiazole-6-carboxylic acid C(#N)C1=CC(=C(OCC2=NC=CC(=C2)OC2CCN(CC2)CC2=NC3=C(N2C[C@H]2OCC2)C=C(C=C3C)C(=O)O)C=C1)F